Triethylenetetramine Disuccinate C(CCC(=O)O)(=O)O.C(CCC(=O)O)(=O)O.NCCNCCNCCN